ClC1=NC=C2C=C(N=C(C2=C1)NCCCN(C)C)C1=C(C(=CC(=C1Cl)OC)OC)Cl N1-(7-chloro-3-(2,6-dichloro-3,5-dimethoxyphenyl)-2,6-naphthyridin-1-yl)-N3,N3-dimethylpropane-1,3-diamine